BrC(=C(Cl)Cl)Br 1,1-dibromo-2,2-dichloroethylene